N=1C=CN2C1C=CC(=C2)C=2C=CN1N=C(N=CC12)NC1CCC(CC1)(O)C trans-4-((5-(imidazo[1,2-a]pyridin-6-yl)pyrrolo[2,1-f][1,2,4]triazin-2-yl)amino)-1-methylcyclohexane-1-ol